2-tert-butyl-N-(cycloheptylmethyl)-3H-benzimidazole-5-carboxamide C(C)(C)(C)C=1NC2=C(N1)C=CC(=C2)C(=O)NCC2CCCCCC2